1-((1-((1,3,4-oxadiazol-2-yl)methyl)-3-chloro-1H-pyrrolo[2,3-b]pyridin-4-yl)methyl)-3-(4-methoxy-3-(pentyloxy)phenyl)tetrahydropyrimidin-2(1H)-one O1C(=NN=C1)CN1C=C(C=2C1=NC=CC2CN2C(N(CCC2)C2=CC(=C(C=C2)OC)OCCCCC)=O)Cl